4-methyl-2-(2-cyanophenyl)pent-4-enoic acid methyl ester COC(C(CC(=C)C)C1=C(C=CC=C1)C#N)=O